[K+].C(CC(O)(C(=O)[O-])CC(=O)[O-])(=O)[O-].[K+].[K+] citric acid potassium salt